N-(3-(4-(4-Aminothieno[3,2-d]pyrimidin-7-yl)-1H-pyrazol-1-yl)-4-methylphenyl)-2-Chloro-4-fluorobenzamide NC=1C2=C(N=CN1)C(=CS2)C=2C=NN(C2)C=2C=C(C=CC2C)NC(C2=C(C=C(C=C2)F)Cl)=O